FC(C(=O)O)(F)F.FC1=CC=C(C=C1)C1=CC(=C(C=C1)NC(=O)C=1C=NN2C1N=C(C=C2)N[C@H]2CNCCC2)C (R)-N-(4'-fluoro-3-methyl-[1,1'-biphenyl]-4-yl)-5-(piperidin-3-ylamino)pyrazolo[1,5-a]pyrimidine-3-carboxamide trifluoroacetate